CC=1SC2=C(C1NC(NS(N(C1CN(CCC1)C)C=1C=NN(C1)C)(=O)=O)=O)C=CC=C2 3-(2-Methyl-1-benzothiophen-3-yl)-1-[(1-methyl-1H-pyrazol-4-yl)(1-methyl-piperidin-3-yl)sulfamoyl]urea